4-chloro-5-[4-[(2,4-difluorophenyl)methyl]-3-oxopiperazin-1-yl]-2,3-dihydropyridazin-3-one ClC=1C(NN=CC1N1CC(N(CC1)CC1=C(C=C(C=C1)F)F)=O)=O